FC(C=1C(=C(C=CC1)[C@@H](C)NC=1C2=C(N=C(N1)C)N=C(C(=C2)N2CCNCC2)OC)F)F (R)-N-(1-(3-(difluoromethyl)-2-fluorophenyl)ethyl)-7-methoxy-2-methyl-6-(piperazin-1-yl)pyrido[2,3-d]pyrimidin-4-amine